6-[4-[(2S)-morpholin-2-carbonyl]piperazin-1-yl]pyridine-3-carbonitrile N1C[C@H](OCC1)C(=O)N1CCN(CC1)C1=CC=C(C=N1)C#N